C(C)OC1=C(C=CC(=C1)S(=O)(=O)C)NCC#CC=1N(C=2C=CC=C(C2C1)N[C@@H]1[C@@H](CN(CC1)C)F)CC(F)(F)F 2-{3-[(2-ethoxy-4-methanesulfonylphenyl)amino]prop-1-yn-1-yl}-N-[(3R,4S)-3-fluoro-1-methylpiperidin-4-yl]-1-(2,2,2-trifluoroethyl)-1H-indol-4-amine